(2S,3R,4R,5R)-4-[[3-(2-Ethoxy-3,4-difluoro-phenyl)-4,5-dimethyl-5-(trifluoromethyl)tetrahydrofuran-2-carbonyl]amino]-1-oxido-pyridin-1-ium-2-carboxamid C(C)OC1=C(C=CC(=C1F)F)[C@@H]1[C@H](O[C@]([C@@H]1C)(C(F)(F)F)C)C(=O)NC1=CC(=[N+](C=C1)[O-])C(=O)N